N=1N=C(NC1)C1CCC(CC1)N(C1=C2CN(C(C2=CC=C1)=O)C1C(NC(CC1)=O)=O)CCC1CC1 3-(4-(((1s,4s)-4-(4H-1,2,4-triazol-3-yl)cyclohexyl)(2-cyclopropylethyl)amino)-1-oxoisoindolin-2-yl)piperidine-2,6-dione